C[Si]([Si]([Si](Cl)(Cl)Cl)(Cl)C)(C)C tetramethyl-tetrachlorotrisilane